NC1=NC=C(C2=C1C(=NN2C2CN(CC2)C(C=CCN(C)C)=O)C#CC2=C(C(=CC(=C2F)OC)OC)F)Cl 1-(3-(4-amino-7-chloro-3-((2,6-difluoro-3,5-dimethoxyphenyl)ethynyl)-1H-pyrazolo[4,3-c]pyridin-1-yl)pyrrolidin-1-yl)-4-(dimethylamino)but-2-en-1-one